S(I)I SULFUR IODIDE